BrC=1C=C2CCN(CC2=CC1)C(C(C)OC)=O 1-(6-bromo-3,4-dihydro-2(1H)-isoquinolinyl)-2-methoxy-1-propanone